(Z)-1-nitroprop-1-ene [N+](=O)([O-])\C=C/C